C(C)(C)N(S(=O)(=O)C1=CC=C(COC2=C(C=CC=C2)S(=O)(=O)C/C(=C/CNC(OC(C)(C)C)=O)/F)C=C1)C(C)C (Z)-tert-butyl (4-((2-((4-(N,N-diisopropylsulfamoyl)benzyl)oxy)phenyl)sulfonyl)-3-fluorobut-2-en-1-yl)carbamate